1,2-diamino-4-cyclohexene NC1C(CC=CC1)N